C(#N)C1=C(C=C(C(=O)NC=2C=NC(=CC2)C2=C(C=C(C=C2)C2=NOC(=N2)C)C(F)(F)F)C=C1)OCCN(C)C 4-cyano-3-(2-(dimethylamino)ethoxy)-N-(6-(4-(5-methyl-1,2,4-oxadiazol-3-yl)-2-(trifluoromethyl)phenyl)pyridin-3-yl)benzamide